C(=O)C=C(CCCCCCCC)C=CC 1-formyl[2-(2-methylvinyl)]-2-n-octylethylene